N-formyl-alanine C(=O)N[C@@H](C)C(=O)O